2-{3-[2-(2-{[(tert-butoxy)carbonyl]amino}ethoxy)ethoxy]cyclohexyl}acetic acid C(C)(C)(C)OC(=O)NCCOCCOC1CC(CCC1)CC(=O)O